C1(CCCCC1)CN1N(C(=C(C1)C(F)(F)F)C)C1=CC(=CC=C1)S(=O)(=O)C 2-(cyclohexylmethyl)-5-methyl-N-(3-methylsulfonylphenyl)-4-(trifluoromethyl)pyrazole